2-(1-methyl-3-(4,5,6,7-tetrahydrobenzo[d]thiazol-2-yl)ureido)-5-oxo-5H-thieno[3,2-b]pyran-6-carboxylic acid CN(C(=O)NC=1SC2=C(N1)CCCC2)C2=CC=1OC(C(=CC1S2)C(=O)O)=O